BrC1=CC(=C(C(=O)N2COC3=C(C2)C(=CC=C3C3=CC(=C(C(=O)OC)C=C3F)N3CCOCC3)F)C(=C1)Cl)Cl Methyl 4-[3-(4-bromo-2,6-dichlorobenzoyl)-5-fluoro-2,4-dihydro-1,3-benzoxazin-8-yl]-5-fluoro-2-morpholin-4-ylbenzoate